benzyl N-[(3R)-3-(3-iodo-1-tetrahydropyran-2-yl-pyrazolo[3,4-b]pyridin-5-yl)oxybutyl]carbamate IC1=NN(C2=NC=C(C=C21)O[C@@H](CCNC(OCC2=CC=CC=C2)=O)C)C2OCCCC2